(R)-5-(2-chlorophenoxy)-3-((1-(3-chloropyridin-2-yl)ethyl)amino)-4H-benzo[e][1,2,4]thiadiazine 1,1-dioxide ClC1=C(OC2=CC=CC3=C2NC(=NS3(=O)=O)N[C@H](C)C3=NC=CC=C3Cl)C=CC=C1